(2-(4-methoxyphenyl)-5-methyl-1,1-dioxidoisothiazolidin-5-yl)methyl methanesulfonate CS(=O)(=O)OCC1(CCN(S1(=O)=O)C1=CC=C(C=C1)OC)C